C(CCCCCCCCCCCCCCCCCCCCCCCCCCC)[NH+](C)C octacosyl-dimethylammonium